C(C)OC1=C(C=CC(=C1F)F)[C@@H]1[C@H](O[C@@]([C@@H]1C)(C(F)(F)F)C)C(=O)NC1=CC(=NC=C1)S(=O)(=N)C |o1:11,12,14,15| rel-(2S,3R,4R,5S)-3-(2-ethoxy-3,4-difluoro-phenyl)-4,5-dimethyl-N-[2-(methylsulfonimidoyl)-4-pyridyl]-5-(trifluoromethyl)tetrahydrofuran-2-carboxamide